C1C(CC12CCC2)NC(=O)NC(C2=CC(=CC=C2)C(F)(F)F)C2=NNC=N2 1-spiro[3.3]hept-2-yl-3-[(1H-[1,2,4]triazol-3-yl)-(3-trifluoromethyl-phenyl)-methyl]-urea